BrC1=CC=C2C(C(NC2=C1)=O)(C)C(C)C 6-bromo-3-isopropyl-3-methylindolin-2-one